FC1(CCC(CC1)C1=CC=C(C=N1)NC(=O)NC1=CN(C2=NC=C(C=C21)F)S(=O)(=O)C)F 1-[6-(4,4-difluorocyclohexyl)pyridin-3-yl]-3-[5-fluoro-1-methanesulfonylpyrrolo[2,3-b]pyridin-3-yl]urea